Cl.Cl.FC1=C(C=CC(=C1)F)CC1=CC2=C(C=N1)C(CN2C(CN2[C@H](CN[C@@H](C2)C)CN2C(N=CC=C2)=O)=O)(C)C 1-{[(2R,5R)-1-(2-{6-[(2,4-Difluorophenyl)methyl]-3,3-dimethyl-1H,2H,3H-pyrrolo[3,2-c]pyridin-1-yl}-2-oxoethyl)-5-methylpiperazin-2-yl]methyl}-1,2-dihydropyrimidin-2-one dihydrochloride